C1(CC1)C1=C2C(=NN1CC(=O)[O-])C[C@H]1[C@@H]2C1.[Li+] lithium 2-((3bS,4aS)-3-cyclopropyl-3b,4,4a,5-tetrahydro-2H-cyclopropa[3,4]cyclopenta[1,2-c]pyrazol-2-yl)acetate